2-chloro-5-fluoro-3-[2-[1-[(4-methoxyphenyl)methyl]triazol-4-yl]ethyl]benzoic acid ClC1=C(C(=O)O)C=C(C=C1CCC=1N=NN(C1)CC1=CC=C(C=C1)OC)F